Br.C1CC12CNCC2 5-azaspiro[2.4]heptane hydrobromide